6-bromo-3,4-dichloro-7-fluoroquinoline BrC=1C=C2C(=C(C=NC2=CC1F)Cl)Cl